6-((4-chloro-2-fluorophenyl)ethoxy)-3',6'-dihydro-[2,4'-bipyridin] ClC1=CC(=C(C=C1)CCOC1=CC=CC(=N1)C=1CC=NCC1)F